N,N-bis(2-hydroxyethyl)pivalic acid amide OCCN(C(C(C)(C)C)=O)CCO